C(#N)C=1SC(=C(N1)C(=O)N([C@H]1CCC12CCC2)NC2=CC(=NC(=C2)F)F)C 2-cyano-[(2,6-difluoro-4-pyridyl)amino]-5-methyl-N-[(3S)-spiro[3.3]heptan-3-yl]-thiazole-4-carboxamide